CN1N=C(C(=C1)N)C 1,3-dimethyl-4-pyrazoleamine